5,5,8,8-tetramethyl-N-(5,5,8,8-tetramethyl-5,6,7,8-tetrahydronaphthalen-2-yl)-5,6,7,8-tetrahydronaphtho[2,3-b]thiophene-2-amine CC1(C2=CC3=C(SC(=C3)NC3=CC=4C(CCC(C4C=C3)(C)C)(C)C)C=C2C(CC1)(C)C)C